Methyl 6-(((3S)-1-((phenoxathiine-3-carbonyl)glycyl)-5-(((R)-1-(1-(phenylsulfonyl)-1H-pyrrolo[3,2-c]pyridin-2-yl)ethyl)carbamoyl)pyrrolidin-3-yl)methoxy)hexanoate C1=CC(=CC=2OC3=CC=CC=C3SC12)C(=O)NCC(=O)N1C[C@H](CC1C(N[C@H](C)C1=CC=2C=NC=CC2N1S(=O)(=O)C1=CC=CC=C1)=O)COCCCCCC(=O)OC